(4S,5R)-5-(3,5-dimethylphenyl)-3-(3-isoquinolin-4-ylpropanoyl)-4-methyl-1,3-oxazolidin-2-one CC=1C=C(C=C(C1)C)[C@@H]1[C@@H](N(C(O1)=O)C(CCC1=CN=CC2=CC=CC=C12)=O)C